4-(4-fluoro-3-(4,4,5,5-Tetramethyl-1,3,2-dioxaborolan-2-yl)phenyl)-7-isopropyl-7H-imidazo[4,5-c]pyridazine FC1=C(C=C(C=C1)C=1C2=C(N=NC1)N(C=N2)C(C)C)B2OC(C(O2)(C)C)(C)C